[4-[[3-[1-(2,2-difluoroethyl)-3-(trifluoromethyl)pyrazol-4-yl]imidazo[1,2-a]pyrazin-8-yl]amino]-2-ethylphenyl]-[4-(piperidine-4-carbonyl)piperazin-1-yl]methanone FC(CN1N=C(C(=C1)C1=CN=C2N1C=CN=C2NC2=CC(=C(C=C2)C(=O)N2CCN(CC2)C(=O)C2CCNCC2)CC)C(F)(F)F)F